N-[(2S)-1-hydroxypropan-2-yl]-3-oxo-2-(pyridin-3-yl)-6-[5-(trifluoromethyl)pyridin-2-yl]-2,3-dihydropyridazine-4-carboxamide OC[C@H](C)NC(=O)C=1C(N(N=C(C1)C1=NC=C(C=C1)C(F)(F)F)C=1C=NC=CC1)=O